ClC=1C=C2C(=CN=C(C2=CN1)OC)[C@H](CC)N[S@@](=O)C(C)(C)C (S)-N-((S)-1-(6-chloro-1-methoxy-2,7-naphthyridin-4-yl)propyl)-2-methylpropan-2-sulfinamide